4-(((6-(2-azaspiro[5.5]undecan-2-yl)-2-(trifluoromethyl)pyrimidin-4-yl)(methyl)amino)methyl)-N,N-dimethylbenzenesulfonamide C1N(CCCC12CCCCC2)C2=CC(=NC(=N2)C(F)(F)F)N(C)CC2=CC=C(C=C2)S(=O)(=O)N(C)C